CC1=CC=CC(=N1)C1=NN(C=C1C1=CC=NC2=CC=CC=C12)CC(=O)NC=1C=CC(=NC1)C(=O)OC(C)(C)C tert-butyl 5-(2-(3-(6-methylpyridin-2-yl)-4-(quinolin-4-yl)-1H-pyrazol-1-yl)acetamido)picolinate